N-[5-[[2-(6-azaspiro[3.3]heptan-6-yl)acetyl]amino]-2-methyl-3-pyridyl]-6-(1-methylpyrazol-4-yl)triazolo[1,5-a]pyridine-3-carboxamide C1CCC12CN(C2)CC(=O)NC=2C=C(C(=NC2)C)NC(=O)C=2N=NN1C2C=CC(=C1)C=1C=NN(C1)C